[NH4+].P(=O)([O-])([O-])OCCCCCCCC.[NH4+] n-octanol phosphate ammonium salt